N1=C(C=CC=C1)SSCCN 2-(pyridin-2-yldisulfanyl)ethan-1-amine